6-[6-fluoro-8-(methylamino)-4-(1-piperidinyl)-9H-pyrido[2,3-b]indol-3-yl]-1-methyl-4-oxo-1,8-naphthyridine-3-carboxylic acid FC=1C=C2C3=C(NC2=C(C1)NC)N=CC(=C3N3CCCCC3)C=3C=C1C(C(=CN(C1=NC3)C)C(=O)O)=O